CC1(CC=CC=C1)P(C(C1=C(C=CC=C1OC)OC)=O)=O 1-methyl-(2,6-dimethoxybenzoyl)phenylphosphine oxide